O=C1N(C2=CC=C(C=3C2=C1C=CC3)CC3=CC=C(C=C3)CN3CCN(CC3)C3=NC(=NC=C3)N3C(=NC=C3)C(F)(F)F)C3C(NC(CC3)=O)=O 3-(2-oxo-6-(4-((4-(2-(2-(trifluoromethyl)-1H-imidazol-1-yl)pyrimidin-4-yl)piperazin-1-yl)methyl)benzyl)benzo[cd]indol-1(2H)-yl)piperidine-2,6-dione